N-(4,5-Dimethoxy-2-((4-(2-(((1-methyl-1H-indazol-7-yl)methyl)(thiazol-5-ylmethyl)amino)ethyl)phenyl)carbamoyl)phenyl)-4-oxo-4H-chromene-2-carboxamide COC1=CC(=C(C=C1OC)NC(=O)C=1OC2=CC=CC=C2C(C1)=O)C(NC1=CC=C(C=C1)CCN(CC1=CN=CS1)CC=1C=CC=C2C=NN(C12)C)=O